dimethyl-(6-((2-((6-(1-methyl-1H-pyrazol-4-yl)-5-(4-(4-methylpiperazin-1-yl)piperidin-1-yl)chroman-8-yl)amino)-7H-pyrrolo[2,3-d]pyrimidin-4-yl)amino)quinoxalin-5-yl)phosphine oxide CP(C1=C2N=CC=NC2=CC=C1NC=1C2=C(N=C(N1)NC=1C=C(C(=C3CCCOC13)N1CCC(CC1)N1CCN(CC1)C)C=1C=NN(C1)C)NC=C2)(C)=O